3-((1H-indol-3-yl)methyl)-1H-indole-5-carboxylic acid N1C=C(C2=CC=CC=C12)CC1=CNC2=CC=C(C=C12)C(=O)O